O=C1NC(CCC1N1CC2=CC=C(C=C2C1=O)N1CC(CCC1)F)=O 1-(2-(2,6-dioxopiperidin-3-yl)-3-oxoisoindolin-5-yl)-3-fluoropiperidin